tert-butyl 4-[7-(1-cyano-1-methyl-ethyl)imidazo[1,2-a]pyridin-3-yl]-2-(difluoromethoxy)-6-methoxy-benzoate C(#N)C(C)(C)C1=CC=2N(C=C1)C(=CN2)C2=CC(=C(C(=O)OC(C)(C)C)C(=C2)OC)OC(F)F